O=C1NC(CCC1N1C(C2=CC=C(C=C2C1)CN1CCCCC1)=O)=O 1-((2-(2,6-dioxopiperidin-3-yl)-1-oxoisoindolin-5-yl)methyl)piperidine